methyl (S)-2-(hydroxymethyl)-3-(oxetan-2-ylmethyl)-7,8-dihydro-3H-[1,4]dioxino[2',3':3,4]benzo[1,2-d]imidazole-5-carboxylate OCC1=NC2=C(N1C[C@H]1OCC1)C=C(C1=C2OCCO1)C(=O)OC